C(#N)C(C=1C(=C(C=CC1)\C(\C)=N/[S@](=O)C(C)(C)C)F)(F)F (R,Z)-N-(1-(3-(cyanodifluoromethyl)-2-fluorophenyl)ethylidene)-2-methylpropane-2-sulfinamide